(R)-1-((2S,3S,4R,5R)-5-(4-amino-7H-pyrrolo[2,3-d]pyrimidin-7-yl)-3,4-dihydroxytetrahydrofuran-2-yl)-6-chloroisochroman-3-one NC=1C2=C(N=CN1)N(C=C2)[C@H]2[C@@H]([C@@H]([C@H](O2)[C@@H]2OC(CC1=CC(=CC=C21)Cl)=O)O)O